O=C1NC(CCC1N1C(C2=CC=C(C=C2C1=O)C1(CCN(CC1)CC1=CC=C(C=C1)CC#N)O)=O)=O 2-(4-((4-(2-(2,6-dioxopiperidin-3-yl)-1,3-dioxoisoindolin-5-yl)-4-hydroxypiperidin-1-yl)methyl)phenyl)acetonitrile